methyl 2,3-dipropoxy-6-methylphenanthrene-9-carboxylate C(CC)OC1=CC=2C=C(C3=CC=C(C=C3C2C=C1OCCC)C)C(=O)OC